FC1(CC1)C1=C(C(=NO1)C1=C(C=CC=C1Cl)Cl)C(=O)OC1C[C@H]2CC[C@@H](C1)N2C=2SC1=C(N2)C(=CC(=C1)C(=O)OC)C methyl 2-[(1R,3R,5S)-3-[[5-(1-fluorocyclopropyl)-3-(2,6-dichlorophenyl)-1,2-oxazol-4-yl]carbonyloxy]-8-azabicyclo[3.2.1]octan-8-yl]-4-methyl-1,3-benzothiazole-6-carboxylate